(E)-methyl 2-((3,5-bis(trifluoromethyl) benzylidene) amino)-2-ethylbut-3-enoate FC(C=1C=C(\C=N\C(C(=O)OC)(C=C)CC)C=C(C1)C(F)(F)F)(F)F